C(C)(C)(C)OC(=O)N1C[C@H](CC1)OC1=C(C=C(C=C1)N)C1=CC(=C(C=C1)F)F.C1(=CC=CC=C1)C=1C(=C2C(=CC1)N=C1C=CC3=C4C=CC=CC4=NC3=C12)C1=C(C=CC=C1)C1=C(C=CC=2OC3=C(C21)C=CC=C3)C3=CC=CC=C3 Phenyl-[(phenyldibenzofuranyl)phenyl]Indolocarbazole tert-Butyl-(S)-3-((5-amino-3',4'-difluoro-[1,1'-biphenyl]-2-yl)oxy)pyrrolidine-1-carboxylate